CN1C[C@H](CC1)OC1=CC=C2CCN(CC2=C1)C(=O)OC(C)(C)C tert-Butyl (S)-7-((1-methylpyrrolidin-3-yl)oxy)-3,4-dihydroisoquinoline-2(1H)-carboxylate